methyl 4-(2-fluoro-6-methoxyphenyl)-6-methylnicotinate FC1=C(C(=CC=C1)OC)C1=CC(=NC=C1C(=O)OC)C